(3Z)-18,18-dimethoxy-1,3-octadecadiene COC(CCCCCCCCCCCCC\C=C/C=C)OC